NC1=CC(=C(CN2CCN(CC2)C(C)=O)C=C1)F 1-(4-(4-amino-2-fluorobenzyl)piperazin-1-yl)ethanone